ClC=1C=C(OCCSCC2=NNC(N2)=O)C=CC1Cl 3-[(3,4-Dichlorophenoxyethylthio)methyl]-1H-1,2,4-triazol-5(4H)-one